7-(2-((tert-butyldimethylsilyl)oxy)ethyl)-N-(1-(methylsulfonyl)piperidin-4-yl)-5-(piperidin-1-yl)-2,6-naphthyridin-3-amine [Si](C)(C)(C(C)(C)C)OCCC1=NC(=C2C=C(N=CC2=C1)NC1CCN(CC1)S(=O)(=O)C)N1CCCCC1